C(=O)(O)CN[C@@H](CS)C(=O)O CARBOXYMETHYL-CYSTEINE